O[C@@]1(C(N(CC1)C)=O)C1=CC(=CC=C1)C=1SC=C(N1)[Sn](C)(C)C (R)-3-hydroxy-1-methyl-3-(3-(4-(trimethylstannyl)thiazol-2-yl)phenyl)pyrrolidin-2-one